trans-[4-methyl-2-(2-methyl-5-phenyl-1,3-thiazole-4-carbonyl)-2-azabicyclo[3.1.1]Hept-3-yl]Methanol CC1C(N(C2CC1C2)C(=O)C=2N=C(SC2C2=CC=CC=C2)C)CO